FCC1CN(C1)CCO 2-[3-(fluoromethyl)azetidin-1-yl]ethan-1-ol